FC=1C=C(C(=O)N=S(CC=2N=C3N(C=CC(=C3)C3=NOC(=N3)C(F)(F)F)C2)(=O)C)C=CC1 3-fluoro-N-(methyl(oxo)((7-(5-(trifluoromethyl)-1,2,4-oxadiazol-3-yl)imidazo[1,2-a]pyridin-2-yl)methyl)-λ6-sulfaneylidene)benzamide